FC=1C=CC(=C2C=C(NC12)C)C 7-fluoro-2,4-dimethyl-indol